N-((3S,4R)-3-hydroxytetrahydropyran-4-yl)-6-((5-methyl-3-(6-methylpyridin-3-yl)isoxazol-4-yl)methoxy)pyridazine-3-carboxamide O[C@@H]1COCC[C@H]1NC(=O)C=1N=NC(=CC1)OCC=1C(=NOC1C)C=1C=NC(=CC1)C